N1=CN=C(C2=C1NC=C2)NC=2C=C(C=CC2N2CC(NCC2)C#N)NS(=O)(=O)C(C)C N-(3-((7H-pyrrolo[2,3-d]pyrimidin-4-yl)amino)-4-(3-cyanopiperazin-1-yl)phenyl)propane-2-sulfonamide